(4-(aminomethyl)thiazol-2-yl)(1H-indol-3-yl)methanone NCC=1N=C(SC1)C(=O)C1=CNC2=CC=CC=C12